O=C1NC=C(C(N1)=O)C=1C=C(C=2N(N1)C=CN2)[C@@H]2[C@H](C2)C=2C(=C(C#N)C=CC2)F 3-((1S,2S)-2-(6-(2,4-dioxo-1,2,3,4-tetrahydropyrimidin-5-yl)imidazo[1,2-b]pyridazin-8-yl)cyclopropyl)-2-fluorobenzonitrile